CN(C[C@@H](C)OC1=C2C(=NC=NC2=CC(=C1)N1CCOCC1)NC=1C(=C2C=CC=NC2=CC1)F)C (R)-5-((1-(dimethylamino)propan-2-yl)oxy)-N-(5-fluoroquinolin-6-yl)-7-morpholinoquinazolin-4-amine